C(#N)NC(=O)C1=CC2=CC=CC(=C2C=C1)OC1=CC=C(C=C1)C(F)(F)F N-cyano-5-[4-(trifluoromethyl)phenoxy]naphthalene-2-carboxamide